isopropyl tert-hexyl monocarbonate C(OC(C)C)(OC(C)(C)CCC)=O